[S].ON hydroxyl-amine sulfur